OC1=CC=C(C=C1)C(C)(C)C1=CC=C(C=C1)C(C)(C)C1=CC=C(C=C1)O α,α'-bis(4-hydroxyphenyl)-p-diisopropylbenzene